5-{6-[2-(5,8-Difluoro-quinolin-6-yl)-ethylamino]-pyrimidin-4-yl}-3-ethoxy-thiophene FC1=C2C=CC=NC2=C(C=C1CCNC1=CC(=NC=N1)C1=CC(=CS1)OCC)F